(3aRS,9bRS)-7-[2-(3-{pyrrolidin-1-yl}propyl)-4-fluorobenzenesulfonylamino]-1,3a,4,9b-tetrahydro-2H-furo[2,3-c]benzopyran-6-carboxylic acid N1(CCCC1)CCCC1=C(C=CC(=C1)F)S(=O)(=O)NC1=C(C2=C([C@@H]3[C@H](CO2)OCC3)C=C1)C(=O)O |r|